BrC=1C=CC(=NC1)OCCC1CC1 5-bromo-2-((R)-cyclopropyl-ethoxy)-pyridine